C(C1=CC=CC=C1)OC1=NC(=CC=C1N1C(N(C2=C1C=CC=C2Br)C)=O)OCC2=CC=CC=C2 1-(2,6-bis(benzyloxy)pyridin-3-yl)-4-bromo-3-methyl-1,3-dihydro-2H-benzo[d]imidazol-2-one